FC=1C=C2C=CNC2=C(C1NCCC(=O)O)C 3-((5-fluoro-7-methyl-1H-indol-6-yl)amino)-propionic acid